(S)-7'-(3,5-difluorophenyl)-1-(2-isopropylpyrimidin-4-yl)dihydro-1'H,3'H,5'H-spiro[piperidine-4,2'-pyrazolo[1,2-a]pyrazol]-1'-one FC=1C=C(C=C(C1)F)[C@@H]1CCN2N1C(C1(C2)CCN(CC1)C1=NC(=NC=C1)C(C)C)=O